tert-butyl (2-((2,6-divinylpyrimidin-4-yl)thio)ethyl)carbamate C(=C)C1=NC(=CC(=N1)SCCNC(OC(C)(C)C)=O)C=C